C(C)(C)(C)C1=CC=C(C=C1)C(C(=O)NC1=C2CN(C(C2=CC=C1)=O)C1C(NC(CC1)=O)=O)=O 2-(4-(tert-butyl)phenyl)-N-(2-(2,6-dioxopiperidin-3-yl)-1-oxoisoindolin-4-yl)-2-oxoacetamide